(Z)-3-(2-(5-bromo-1-(2-(dimethylamino)acetyl)-1H-indol-3-yl)-2-cyanovinyl)-4-methoxybenzonitrile BrC=1C=C2C(=CN(C2=CC1)C(CN(C)C)=O)/C(=C/C=1C=C(C#N)C=CC1OC)/C#N